BrC=1C(=NN2C1C(=NC=C2Cl)N)C2=CC=C(C=C2)[N+](=O)[O-] 3-Bromo-7-chloro-2-(4-nitrophenyl)pyrazolo[1,5-a]pyrazin-4-amine